5-isopropyl-pyrazine C(C)(C)C=1N=CC=NC1